C(C)(C)(C)OC(=O)N1C=C(C=2C1=NC=C(N2)C2=CC(=CC(=C2)N2[C@@H](CCC2)C)C(C)N(C)C)C2=CC(=C(C=C2)C(N(C)C)=O)C 2-(3-(1-(Dimethylamino)ethyl)-5-((R)-2-methylpyrrolidin-1-yl)phenyl)-7-(4-(dimethylcarbamoyl)-3-methylphenyl)-5H-pyrrolo[2,3-b]pyrazine-5-carboxylic acid tert-butyl ester